N-(2-methoxy-4-aminophenyl)-2,3-dichlorobenzamide COC1=C(C=CC(=C1)N)NC(C1=C(C(=CC=C1)Cl)Cl)=O